icosyl-(eicosyl)sulfonic acid C(CCCCCCCCCCCCCCCCCCC)OS(=O)(=O)CCCCCCCCCCCCCCCCCCCC